(3R,8S*)-N-(2-Bromo-3-fluoropyridin-4-yl)-8-ethynyl-11,11-difluoro-8-hydroxy-3-methyl-3,4,8,9,10,11-hexahydro-1H-pyrido[4',3':3,4]pyrazolo[1,5-a]azepine-2(7H)-carboxamide BrC1=NC=CC(=C1F)NC(=O)N1CC=2C(=NN3C2C(CC[C@](C3)(O)C#C)(F)F)C[C@H]1C |o1:21|